4-(4-phenyl-benzyl)-proline C1(=CC=CC=C1)C1=CC=C(CC2C[C@H](NC2)C(=O)O)C=C1